CC1C(=NOC1CC1=CC=CC=C1)CNC(=O)C1=CC(=NN1C1CCCC1)C Methyl-5-benzyl-3-((1-cyclopentyl-3-methyl-1H-pyrazole-5-carboxamido)methyl)-4,5-dihydroisoxazole